ClC1=CC=C2C(=CC=NC2=C1)NC(CCCN(CCO)CC)C 2-{[4-(7-chloro-quinolin-4-ylamino)-pentyl]-ethyl-amino}-ethanol